4-{5-amino-6-[1-(2-chloro-3,6-difluoro-phenyl)-ethoxy]-pyrazin-2-yl}-N-(2-pyrrolidin-1-yl-ethyl)-benzamide NC=1N=CC(=NC1OC(C)C1=C(C(=CC=C1F)F)Cl)C1=CC=C(C(=O)NCCN2CCCC2)C=C1